N-(1,1-dimethylsilinan-4-yl)-4-fluoro-3,5-dimethyl-1H-pyrrolo[2,3-c]pyridine-2-carboxamide C[Si]1(CCC(CC1)NC(=O)C1=C(C=2C(=CN=C(C2F)C)N1)C)C